OC(C)(C)C1=NC=C(C=N1)B(O)O 2-(2-hydroxypropan-2-yl)pyrimidin-5-ylboronic acid